C(=O)C1CCC(CC1)N1N=C2C=C(C(=CC2=C1)NC(=O)C=1N=C(OC1)C)C(C)(C)O N-(2-((1r,4r)-4-formylcyclohexyl)-6-(2-hydroxypropan-2-yl)-2H-indazol-5-yl)-2-methyloxazole-4-carboxamide